F[C@H]1[C@H](CN(C1)C1=C2C=CC=NC2=C(C=C1)C(F)(F)F)N (3S,4R)-4-fluoro-1-(8-trifluoromethyl-quinolin-5-yl)-pyrrolidin-3-ylamine